4-amino-7-chloro-N-cyclopropyl-1-methyl-N-((1R)-1-(6-(trifluoromethyl)-3-pyridazinyl)ethyl)-1H-pyrazolo[4,3-c]quinoline-8-carboxamide NC1=NC=2C=C(C(=CC2C2=C1C=NN2C)C(=O)N([C@H](C)C=2N=NC(=CC2)C(F)(F)F)C2CC2)Cl